FC=1C=C2C(=NC1)C(=C(N2)C2=C(C=NC=C2)OCCNC(OC(C)(C)C)=O)C2=CC=CC=C2 tert-butyl (2-{[4-(6-fluoro-3-phenyl-1H-pyrrolo[3,2-b]pyridin-2-yl)pyridin-3-yl]oxy}ethyl)carbamate